5-(trifluoro-methyl)-1H-pyrazole-3-carbaldehyde FC(C1=CC(=NN1)C=O)(F)F